tert-butyl N-[2-[5-[(1R)-1-benzyloxy-5-(1,3-dioxolan-2-yl)-1-(trifluoromethyl)pentyl]-1,3,4-oxadiazol-2-yl]-6-bromo-5-(trifluoromethyl)-3-pyridyl]carbamate C(C1=CC=CC=C1)O[C@@](CCCCC1OCCO1)(C(F)(F)F)C1=NN=C(O1)C1=NC(=C(C=C1NC(OC(C)(C)C)=O)C(F)(F)F)Br